4-(3-bromoanilino)-2'-(3-chloro-4-methylphenyl)spiro[cyclohexane-1,1'-indene]-4-carboxylic acid BrC=1C=C(NC2(CCC3(C(=CC4=CC=CC=C34)C3=CC(=C(C=C3)C)Cl)CC2)C(=O)O)C=CC1